(3-fluoropyridin-4-yl)(imino)(methyl)-lambda6-sulfanone FC=1C=NC=CC1S(=O)(C)=N